2-bromo-6-(tricyclo[3.3.1.13,7]dec-1-ylsulfonyl)benzonitrile BrC1=C(C#N)C(=CC=C1)S(=O)(=O)C12CC3CC(CC(C1)C3)C2